ClC1=NC=C(C=C1)COC(F)F 2-chloro-5-(difluoromethoxymethyl)pyridine